CC=1C=C(C=CC1N)C1=CC(=C(N)C=C1)C 3,3'-Dimethylbenzidine